(S)-9-((tert-butoxycarbonyl)oxy)-4,11-diethyl-3,14-dioxo-3,4,12,14-tetrahydro-1H-pyrano[3',4':6,7]indolizino[1,2-b]quinolin-4-yl 5-azidopentanoate N(=[N+]=[N-])CCCCC(=O)O[C@@]1(C(OCC=2C(N3CC=4C(=NC=5C=CC(=CC5C4CC)OC(=O)OC(C)(C)C)C3=CC21)=O)=O)CC